3-tert-Butyl-[1,2,4]oxadiazole-5-carboxylic acid {2-[2-(1-isopropyl-5-methyl-1H-pyrazol-4-yl)-3H-imidazo[4,5-b]pyridin-7-yl]-6,7,8,9-tetrahydro-5H-benzocyclohepten-5-yl}-amide C(C)(C)N1N=CC(=C1C)C1=NC=2C(=NC=CC2C=2C=CC3=C(CCCCC3NC(=O)C3=NC(=NO3)C(C)(C)C)C2)N1